N-acetyl-glycyl-glycine (2-ethylhexyl)amide C(C)C(CNC(CNC(CNC(C)=O)=O)=O)CCCC